C1(CCC1)[Bi](C1CCC1)S[Bi](C1CCC1)S[Bi](C1CCC1)C1CCC1 bis(dicyclobutylbismuthanylsulfanyl)(cyclobutyl)bismuthane